C(C)(C)C=1C2=C(NC1)SC(=C2C)C2C[C@H]1CC[C@@H](C2)N1C(=O)OC(C)(C)C tert-butyl (1R,3s,5S)-3-(4-isopropyl-3-methyl-6H-thieno[2,3-b]pyrrol-2-yl)-8-azabicyclo[3.2.1]octane-8-carboxylate